C[C@@H](C(=O)O)Cl (S)-(-)-2-CHLOROPROPIONIC ACID